O=C1N(C=CC(N1)=O)[C@H]1C([C@H]2[C@H](O1)[C@H](CO2)O)CC(=O)[O-] (2R,3aS,6S,6aR)-2-(2,4-dioxo-3,4-dihydropyrimidin-1(2H)-yl)-6-hydroxyhexahydrofuro[3,2-b]furan-3-ylacetate